NC1C(N(C2=C(C(C1)(F)F)C=C(C(=C2)C2=NN=C(O2)C(C#N)(C)C)F)CC2=CC=C(C=C2)C2=NC=C(C=C2)C(C)(F)F)=O 2-[5-[3-amino-1-[[4-[5-(1,1-difluoroethyl)-2-pyridyl]phenyl]methyl]-5,5,7-trifluoro-2-oxo-3,4-dihydro-1-benzazepin-8-yl]-1,3,4-oxadiazol-2-yl]-2-methyl-propanenitrile